ClC=1C=C2C(=CN=C(C2=CN1)OC1CC1)CC(C)O (6-chloro-1-cyclopropyloxy-2,7-naphthyridin-4-yl)propan-2-ol